methyl 2-cyclopropyl-5-ethoxy-4-((3-oxo-2-(4-(4-(sulfamoylmethyl)piperidine-1-carbonyl)phenyl)-2,8-diazaspiro[4.5]decan-8-yl)methyl)benzoate C1(CC1)C1=C(C(=O)OC)C=C(C(=C1)CN1CCC2(CC(N(C2)C2=CC=C(C=C2)C(=O)N2CCC(CC2)CS(N)(=O)=O)=O)CC1)OCC